3-(2-(chroman-4-ylamino)-5-nitrophenyl)propanoic acid O1CCC(C2=CC=CC=C12)NC1=C(C=C(C=C1)[N+](=O)[O-])CCC(=O)O